1-propyl-di-(1-heptyl)phosphine C(CC)P(CCCCCCC)CCCCCCC